[Cl-].C(C)[N+](CCCCCCCCCC)(C1=CC=CC=C1)CC diethyl-phenyl-decyl-ammonium chloride